(S)-3-(5-(4-((1-(4-((1R,2S)-6-Hydroxy-2-methyl-1,2,3,4-tetrahydronaphthalen-1-yl)phenyl)piperidin-4-yl)methyl)piperazin-1-yl)-1-oxoisoindolin-2-yl)piperidine-2,6-dione OC=1C=C2CC[C@@H]([C@@H](C2=CC1)C1=CC=C(C=C1)N1CCC(CC1)CN1CCN(CC1)C=1C=C2CN(C(C2=CC1)=O)[C@@H]1C(NC(CC1)=O)=O)C